N-(5-(((1r,4r)-4-((tert-butyldimethylsilyl)oxy)cyclohexyl)methoxy)-1,3,4-thiadiazol-2-yl)-3-fluoro-6-(2-fluoro-6-methoxyphenyl)pyrazolo(1,5-a)pyridine-5-carboxamide [Si](C)(C)(C(C)(C)C)OC1CCC(CC1)COC1=NN=C(S1)NC(=O)C1=CC=2N(C=C1C1=C(C=CC=C1OC)F)N=CC2F